CN1N=CC=C1[C@H]1NCCC1 1-methyl-5-[(2S)-pyrrolidin-2-yl]-1H-pyrazole